C(#N)[C@H](C[C@H]1C(NC2(CC2)C1)=O)NC(=O)[C@@H]1[C@H]2C([C@H]2CN1C([C@H](C(C)(C)C)NC1=C(C=C(C=C1)F)F)=O)(C)C (1R,2S,5S)-N-[(1S)-1-cyano-2-[(6R)-5-oxo-4-azaspiro[2.4]heptan-6-yl]ethyl]-3-[(2S)-2-(2,4-difluoroanilino)-3,3-dimethyl-butanoyl]-6,6-dimethyl-3-azabicyclo[3.1.0]hexane-2-carboxamide